methyl (1r,4r)-4-(aminomethyl)cyclohexane-1-carboxylate COC(=O)C1CCC(CC1)CN